COC(=O)C1=CC2=C(N=C3N2CCC3)C=C1.F[C@H]1[C@@H](CN(CC1)C(C=C)=O)OC=1C3=C(N=C(N1)NC=1C=NOC1)NC=C3 1-(trans-4-fluoro-3-((2-(isoxazol-4-ylamino)-7H-pyrrolo[2,3-d]pyrimidin-4-yl)oxy)piperidin-1-yl)prop-2-en-1-one methyl-2,3-dihydro-1H-benzo[d]pyrrolo[1,2-a]imidazole-7-carboxylate